[N+](=O)([O-])C1=CC=C(OC(=O)NC2=CC=C(C=C2)NC(=O)N[C@@H](CC(=O)O)C2=CC(=CC=C2)NS(=O)(=O)C2=CC(=CC=C2)NC(NCCC)=O)C=C1 (3S)-3-{[(4-{[(4-nitrophenoxy)carbonyl]amino}phenyl)carbamoyl]amino}-3-[3-({3-[(propylcarbamoyl)amino]benzene-1-sulfonyl}amino)phenyl]propanoic acid